C(C)(C)(C)OC(=O)N1CC(CCCC1)N(CCC(C)C)CC1=CC=CC=C1 3-(benzyl-(isopentyl)amino)azepane-1-carboxylic acid tert-butyl ester